FC(C1=CC(=NC=C1C(=O)OC)OC)F methyl 4-(difluoromethyl)-6-methoxynicotinate